FC1=CC(=C(C=C1)C1=CC(=CC=C1)C=1OC2=C(N1)C=C(C=C2C(F)(F)F)CNCCC)C2=NN=CN2C N-((2-(4'-Fluoro-2'-(4-methyl-4H-1,2,4-triazol-3-yl)-[1,1'-biphenyl]-3-yl)-7-(trifluoromethyl)benzo[d]oxazol-5-yl)methyl)propan-1-amine